N1(CCNCC1)CCS(=O)(=O)O 1-Piperazineethanesulfonic acid